BrC=1C=C(C=C2C(C(COC12)CC=1C=CC(=C(OCCCCC(=O)OCC)C1)Cl)=O)CBr Ethyl 5-(5-((8-bromo-6-(bromomethyl)-4-oxochroman-3-yl)methyl)-2-chlorophenoxy)pentanoate